C(SC(C(C1=CC=CC=C1)=O)C1=CC=CC=C1)(OC(C)C)=S O-isopropyl S-(1-phenyl-2-oxo-2-phenylethyl) dithiocarbonate